4-{4-[3-(Pyridin-2-yl)-1H-pyrazol-4-yl]-pyridin-2-yl}-N-(tetrahydro-2H-pyran-4-yl)benzamide hydrate O.N1=C(C=CC=C1)C1=NNC=C1C1=CC(=NC=C1)C1=CC=C(C(=O)NC2CCOCC2)C=C1